8-[(1,1,1,13,13,13-Hexafluorotridecan-7-yl)oxy]-8-oxooctanoic acid FC(CCCCCC(CCCCCC(F)(F)F)OC(CCCCCCC(=O)O)=O)(F)F